C(C)OC1CC2(C[C@@H]2C(=O)NC=2N=CC3=CC(=C(C=C3C2)C2CCN(CC2)[C@]2(COC[C@H]2F)C)C)C1 (1S)-5-ethoxy-N-(6-(1-((3S,4S)-4-fluoro-3-methyltetrahydrofuran-3-yl)piperidin-4-yl)-7-methylisoquinolin-3-yl)spiro[2.3]hexane-1-carboxamide